C(\C=C\C1=CC=C(C=C1)O)(=O)N[C@@H](CCO)C(=O)O coumaroyl-L-homoserine